7-fluoro-1H-indazole-1-carboxylic acid tert-butyl ester C(C)(C)(C)OC(=O)N1N=CC2=CC=CC(=C12)F